(3-(1-cyclohexyl-1H-pyrazol-4-yl)-5-fluorophenyl)methylamine trifluoroacetate FC(C(=O)O)(F)F.C1(CCCCC1)N1N=CC(=C1)C=1C=C(C=C(C1)F)CN